[N+](=O)([O-])C1=CC=C(C=C1)OB(O)O (4-nitrophenyl)boric acid